O=C1N([C@@H]2CC[C@H](N1C2)C(=O)NNC(CNC(OC(C)(C)C)=O)=O)OS(=O)(=O)O.[NH+]2=CC=CC=C2 pyridinium tert-butyl [2-(2-{[(2S,5R)-7-oxo-6-(sulfooxy)-1,6-diazabicyclo[3.2.1]oct-2-yl]carbonyl}hydrazinyl)-2-oxoethyl]carbamate